ClC=1C=C2C=C(NC2=CC1CCN1N=CC=N1)CNC(=O)C1(CC1)C N-({5-chloro-6-[2-(2H-1,2,3-triazol-2-yl)ethyl]-2-indolyl}methyl)1-methylcyclopropanecarboxamide